N-(3-((5-(2,5-dihydrofuran-3-yl)-2-((1-methyl-1H-pyrazol-4-yl)amino)pyrimidin-4-yl)amino)-4-fluorophenyl)acrylamide O1CC(=CC1)C=1C(=NC(=NC1)NC=1C=NN(C1)C)NC=1C=C(C=CC1F)NC(C=C)=O